NC1=NC=C(C2=C1C=NN2)NC(C(=O)N2[C@@H](CC[C@H](C2)C)C(C)C)=O |r| N-(4-amino-1H-pyrazolo[4,3-c]pyridin-7-yl)-2-(rac-(2S,5R)-2-isopropyl-5-methylpiperidin-1-yl)-2-oxoacetamide